C(C)(C)C=1C=NN2C1N=C(N=C2NCC=2C=C(C=CC2)NC(=O)C2N(CCCC2)C(\C=C\CN2CCCC2)=O)NC2CCOCC2 (E)-N-(3-(((8-isopropyl-2-((tetrahydro-2H-pyran-4-yl)amino)pyrazolo[1,5-a][1,3,5]triazin-4-yl)amino)methyl)phenyl)-1-(4-(pyrrolid-1-yl)but-2-enoyl)piperidine-2-carboxamide